CS(=O)(=O)C=1SC2=C(N1)C=CC(=C2)C(=O)N 2-(methylsulfonyl)benzo[d]thiazole-6-carboxamide